C(C)OCC1OC(OC1)=O 4-ethoxymethyl-1,3-dioxolan-2-one